methyl-(E,E-hydroxyfarnesylacetone) CC(C(C)=O)C\C=C(/C)\CC\C=C(/C)\CCC=C(C)CO